4-[2-[4-[1-(4,4-difluorocyclohexyl)-5-methyl-pyrazol-3-yl]piperazin-1-yl]ethyl]morpholine FC1(CCC(CC1)N1N=C(C=C1C)N1CCN(CC1)CCN1CCOCC1)F